tert-butyl ((S)-(7-((R)-amino(cyclopropyl)methyl)imidazo[1,2-a]pyrimidin-2-yl)(4,4-difluorocyclohexyl)methyl)carbamate N[C@@H](C1=NC=2N(C=C1)C=C(N2)[C@H](C2CCC(CC2)(F)F)NC(OC(C)(C)C)=O)C2CC2